2-chloro-3-(trifluoromethyl)benzamide ClC1=C(C(=O)N)C=CC=C1C(F)(F)F